2-[4-[3-(4-bromo-3-methyl-phenoxy)propyl]-1-piperidyl]acetic acid BrC1=C(C=C(OCCCC2CCN(CC2)CC(=O)O)C=C1)C